(1R,3S)-3-{3-[(1,2-oxazol-5-ylacetyl)amino]-1H-pyrazol-5-yl}cyclopentyl cyclobutylcarbamate C1(CCC1)NC(O[C@H]1C[C@H](CC1)C1=CC(=NN1)NC(CC1=CC=NO1)=O)=O